ClC=1C=C2C(=C(N1)Cl)NN=C2 5,7-dichloro-1H-pyrazolo[3,4-c]pyridine